(S)-2-((2-(5,5-difluoro-2-carbonyl-1,3-oxazepan-3-yl)-5,6-dihydrobenzo[f]imidazo[1,2-d][1,4]oxazepin-9-yl)amino)propanamide FC1(CN(C(OCC1)=C=O)C=1N=C2N(CCOC3=C2C=CC(=C3)N[C@H](C(=O)N)C)C1)F